5-chloro-1,3,4-thiadiazol-2-ylamine ClC1=NN=C(S1)N